C(=O)C=1C=2N(N=C(C1)C(=O)OCC)C=CC2 ethyl 4-formylpyrrolo[1,2-b]pyridazine-2-carboxylate